N-(benzyl)-3-tert-butyl-quinoxalinone C(C1=CC=CC=C1)N1C(C(=NC2=CC=CC=C12)C(C)(C)C)=O